6,7-Dichloro-5-(3-fluoro-2-pyridinyl)-1,3-dihydro-1,4-benzodiazepine-2-One ClC1=C(C=CC2=C1C(=NCC(N2)=O)C2=NC=CC=C2F)Cl